BrC1=C(N)C=CC=C1 2-Bromoanilin